C(C1=CC(=C(C(=C1)C)N1C(C=CC1=O)=O)CC)C1=CC(=C(C(=C1)C)N1C(C=CC1=O)=O)CC 1'-(methylenebis(2-ethyl-6-methyl-4,1-phenylene))bis(1H-pyrrole-2,5-dione)